N-(4-((4-acetamidobenzyl)amino)-2-amino-3-fluorophenyl)octanamide C(C)(=O)NC1=CC=C(CNC2=C(C(=C(C=C2)NC(CCCCCCC)=O)N)F)C=C1